4-(bicyclo[2.1.1]hexane-1-ylamino)-2-(((1r,4r)-4-hydroxycyclohexyl)amino)pyrimidine-5-carboxamide C12(CCC(C1)C2)NC2=NC(=NC=C2C(=O)N)NC2CCC(CC2)O